N-(4-(2H-tetrazol-5-yl)phenyl)-N-isobutyl-4-phenoxybenzenesulfonamide N=1NN=NC1C1=CC=C(C=C1)N(S(=O)(=O)C1=CC=C(C=C1)OC1=CC=CC=C1)CC(C)C